tetramethylene bistrimellitate C(C=1C(C(=O)[O-])=CC(C(=O)[O-])=CC1)(=O)OCCCCOC(C=1C(C(=O)[O-])=CC(C(=O)[O-])=CC1)=O